1-(bromomethyl)-4-(trideuteriomethoxy)benzene BrCC1=CC=C(C=C1)OC([2H])([2H])[2H]